C1=C(C=CC=2C3=CC=CC=C3C3(C12)C1=CC=CC=C1C=1C=CC=CC13)C=1C=C(C=CC1)C1=CC(=CC=C1)C1=NC(=NC(=N1)C1=CC=CC=C1)C1=CC=CC=C1 2-[3'-(9,9-spirobi[9H-fluoren]-2-yl)-biphenyl-3-yl]-4,6-diphenyl-[1,3,5]triazine